(3S)-3-(((benzyloxy)carbonyl)amino)-4-(((2S)-1-((5-(2-(decahydroquinolin-3-yl)ethoxy)-2-methylbenzyl)amino)-1-oxo-4-phenylbutan-2-yl)amino)-4-oxobutanoic acid C(C1=CC=CC=C1)OC(=O)N[C@@H](CC(=O)O)C(=O)N[C@H](C(=O)NCC1=C(C=CC(=C1)OCCC1CNC2CCCCC2C1)C)CCC1=CC=CC=C1